C1(=CC=CC=C1)C1=CC=C(N=N1)NC=1C=C(C(=O)Cl)C=CC1 3-((6-phenyl-pyridazin-3-yl)amino)benzoyl chloride